N-[6-(2-chloro-5-fluorophenyl)-3-{[(difluoromethyl)oxy]methyl}-2-methyl-8-oxo-7,8-dihydro-6H-pyrrolo[4,3-g]indazol-5-yl]-5-fluoro-3-(trifluoromethyl)benzamide ClC1=C(C=C(C=C1)F)C1NC(C2=C1C(=CC1=C(N(N=C21)C)COC(F)F)NC(C2=CC(=CC(=C2)F)C(F)(F)F)=O)=O